C(C)OC(/C(=C/[C@H](C(C)C)N(O[C@@H](C(C)(C)C)NOC(C(C)(C)C1=CC=C(C(=O)O)C=C1)NC)C)/C)=O 4-(4-(((S)-1-(((S,E)-6-ethoxy-2,5-dimethyl-6-oxohex-4-en-3-yl)(methyl)amino)-3,3-dimethyl-1-oxabutan-2-yl)amino)-2-methyl-3-(methylamino)-4-oxabutan-2-yl)benzoic acid